7-(bromomethyl)-3-ethyl-6-fluoro-1H-quinoxalin-2-one BrCC1=C(C=C2N=C(C(NC2=C1)=O)CC)F